N-(benzyloxycarbonyl)-pyrrolidine C(C1=CC=CC=C1)OC(=O)N1CCCC1